2-((5-methylthiophen-2-yl)(benzenesulfonyl)methyl)furan CC1=CC=C(S1)C(C=1OC=CC1)S(=O)(=O)C1=CC=CC=C1